N1-(((1r,3r)-3-(5,7-difluoro-2-(4-fluorophenyl)-1H-indol-3-yl)cyclobutyl)methyl)malonamide FC=1C=C2C(=C(NC2=C(C1)F)C1=CC=C(C=C1)F)C1CC(C1)CNC(CC(=O)N)=O